C1=CC(=CC=2N1C1=C(N2)C=CC=C1)N1CCC(CC1)CC(=O)NC(C1CCCCC1)C1CCCCC1 2-(1-(benzo[4,5]imidazo[1,2-a]pyridin-3-yl)piperidin-4-yl)-N-(dicyclohexylmethyl)acetamide